NC[C@H](CCOC=1C=C(SC1)C1=CN=CC(=N1)C1=CC(=C(C(=O)N(C2CCN(CC2)C)C)C=C1)OC)C (S)-4-(6-(4-(4-amino-3-methylbutoxy)thiophen-2-yl)pyrazin-2-yl)-2-methoxy-N-methyl-N-(1-methylpiperidin-4-yl)benzamide